1-[(6-Bromo-3-pyridyl)sulfonyl]-4-[6-chloro-4-(trifluoromethyl)-2-pyridyl]piperazine BrC1=CC=C(C=N1)S(=O)(=O)N1CCN(CC1)C1=NC(=CC(=C1)C(F)(F)F)Cl